2,2'-stilbenedisulphonic acid disodium salt [Na+].[Na+].C=1(C(=CC=CC1)S(=O)(=O)[O-])C=CC=1C(=CC=CC1)S(=O)(=O)[O-]